tert-butyl (S)-4-(3-(2,6-bis(benzyloxy) pyridin-3-yl)-1-methyl-1H-indazol-7-yl)-2-methylpiperazine-1-carboxylate C(C1=CC=CC=C1)OC1=NC(=CC=C1C1=NN(C2=C(C=CC=C12)N1C[C@@H](N(CC1)C(=O)OC(C)(C)C)C)C)OCC1=CC=CC=C1